2-METHYL-BENZENEDIAZONIUM CHLORIDE [Cl-].CC1=C(C=CC=C1)[N+]#N